Cl.BrC1=CC=CC(=N1)C(=N)N 6-bromopyridin-2-carboxamidine hydrochloride